FC1(C(C(C(C(C1(F)F)(F)F)(F)F)(F)F)(F)F)C(=O)O 1,2,2,3,3,4,4,5,5,6,6-undecafluorocyclohexane-1-carboxylic acid